(bromomethyl)-3-methoxyisoxazole BrCC=1C(=NOC1)OC